7,9-di-tert-butyl-1-oxaspiro[4.5]decan-6,9-diene-2,8-dione C(C)(C)(C)C1=CC2(CCC(O2)=O)C=C(C1=O)C(C)(C)C